C1(=C(C=CC=C1)N=C=NC1=C(C=CC=C1)C)C ditolyl-carbodiimide